8-Ethyl-5,8-dihydro-5-oxo-2-(1-piperazinyl)pyrido(2,3-d)pyrimidine-6-carboxylic acid C(C)N1C=C(C(C2=C1N=C(N=C2)N2CCNCC2)=O)C(=O)O